(6-hydroxy-1,4-oxaazepan-4-yl)-(1H-pyrazolo[4,3-C]pyridin-6-yl)methanone OC1CN(CCOC1)C(=O)C1=CC2=C(C=N1)C=NN2